CC=1C=C(C=CC1O)C1=NN=CC2=CC=CC=C12 1-(3-Methyl-4-Hydroxyphenyl)-phthalazine